C(#N)C=1C=C(C=CC1F)NC(=O)N1CC=2C(=NN3C2C(CC[C@](C3)(O)CF)(F)F)C[C@H]1C |o1:22| (3R,8R*)-N-(3-Cyano-4-fluorophenyl)-11,11-difluoro-8-(fluoromethyl)-8-hydroxy-3-methyl-3,4,8,9,10,11-hexahydro-1H-pyrido[4',3':3,4]pyrazolo[1,5-a]azepine-2(7H)-carboxamide